C(C)OC(CC(C1=CC=CC=C1)=NNC(N)=S)=O ethyl-3-(2-carbamothioylhydrazono)-3-phenylpropanoate